Cl.N1(CCCCC1)CCCC1NCC=2C(=CC=CC12)C(=O)N 3-piperidin-1-yl-propyl-2,3-dihydro-1H-isoindole-4-carboxylic acid amide hydrochloride